2-bromo-7-iodo-5-tosyl-5H-pyrrolo[2,3-b]Pyrazine BrC=1N=C2C(=NC1)N(C=C2I)S(=O)(=O)C2=CC=C(C)C=C2